(S)-N-(4-(5-methoxy-3-(trifluoromethyl)-1H-pyrazol-1-yl)benzylidene)-2-methylpropan-2-sulfinamide COC1=CC(=NN1C1=CC=C(C=N[S@@](=O)C(C)(C)C)C=C1)C(F)(F)F